O1CCC2=C1C=CC(=C2)S(=O)(=O)N2CCC(C=C2)=C2C=NC(C=C2C)C#N 1'-((2,3-dihydrobenzofuran-5-yl)sulfonyl)-4-methyl-1',2',3',6-tetrahydro-[3,4'-bipyridine]-6-carbonitrile